C1(C(C)=CC(N1CCC1=C(C)C=C(C=C1)CCN1C(C(C)=CC1=O)=O)=O)=O 2,5-biscitraconimidoethyltoluene